BrC=1C=CC2=C(NC(CO2)=O)C1 6-bromo-2H-1,4-benzoxazine-3(4H)-one